(2-amino-5-trifluoromethylpyrimidin-4-yl) cyclopropyl ether C1(CC1)OC1=NC(=NC=C1C(F)(F)F)N